tetramethyl-1,8-octylenediamine CN(CCCCCCCCN(C)C)C